7-methyl-3-tetrahydropyran-4-yl-imidazo[1,5-a]pyrazin-8-one CN1C(C=2N(C=C1)C(=NC2)C2CCOCC2)=O